ClC=1C=C(C=CC1OC1=CC=CC=C1)C1=NN(C2=C1C=NC=C2)[C@@H]2CN(CCC2)C(C=C)=O (S)-1-(3-(3-(3-chloro-4-phenoxyphenyl)-1H-pyrazolo[4,3-c]pyridin-1-yl)piperidin-1-yl)prop-2-en-1-one